N-[3-Chloro-1-(3-pyridinyl)-1H-pyrazol-4-yl]-N-ethyl-3-[(3,3,3-trifluoropropyl)sulfinyl]propanamide ClC1=NN(C=C1N(C(CCS(=O)CCC(F)(F)F)=O)CC)C=1C=NC=CC1